(-)-N,N-Diethyl-2-(7-methyl-9,10-dihydrophenanthren-9-yl)acetamide C(C)N(C(CC1C2=CC(=CC=C2C=2C=CC=CC2C1)C)=O)CC